naphthalenyl-indole C1(=CC=CC2=CC=CC=C12)C=1NC2=CC=CC=C2C1